ethyl 4-(6-bromo-4-fluoro-5-methoxy-isoindolin-2-yl)-4-oxo-butanoate BrC1=C(C(=C2CN(CC2=C1)C(CCC(=O)OCC)=O)F)OC